1-((4-(hydroxymethyl)phenyl)amino)-2-((tert-butylcarbonyl)amino)-4-methyl-1-oxopentane OCC1=CC=C(C=C1)NC(C(CC(C)C)NC(=O)C(C)(C)C)=O